[O-]S(=O)(=O)C(F)(F)F.C(CC)[N+]1=C(C=CC=C1)CC 1-Propyl-2-ethylpyridinium triflat